C(C)(C)(C)C1(N(CCCC1)C(=O)O)C#CC=1N=CC2=CC=C(C=C2C1)C=1C=NN(C1)C.C(C)N[C@@H](C)C(=O)O L-N-ethyl-alanine tert-butyl-((6-(1-methyl-1H-pyrazol-4-yl)isoquinolin-3-yl)ethynyl)piperidine-1-carboxylate